4-((2-Aminopyridin-4-yl)amino)-2-oxo-1-phenyl-7-(trifluoromethyl)-1,2-dihydro-1,8-naphthyridine NC1=NC=CC(=C1)NC1=CC(N(C2=NC(=CC=C12)C(F)(F)F)C1=CC=CC=C1)=O